2,4-dichloro-6-[(4-methoxyphenyl)methyl]-5,6-dihydropyrido[4,3-b]pyridin-5-one ClC1=CC(=C2C(=N1)C=CN(C2=O)CC2=CC=C(C=C2)OC)Cl